tert-butyl 7-(6-(6-methoxy-5-((2,4,6-trifluorophenyl) sulfonylamino) pyridin-3-yl) quinazolin-4-yl)-2,7-diazaspiro[3.5]nonane-2-carboxylate COC1=C(C=C(C=N1)C=1C=C2C(=NC=NC2=CC1)N1CCC2(CN(C2)C(=O)OC(C)(C)C)CC1)NS(=O)(=O)C1=C(C=C(C=C1F)F)F